NCCCCCCNC(=O)C1=CC=C(C=C1)C(C1=CC=CC(=N1)C(=O)O)N1CCOCCOCCN(CCOCCOCC1)CC1=NC(=CC=C1)C(=O)O 6-((4-((6-Aminohexyl)carbamoyl)phenyl)(16-((6-carboxypyridin-2-yl)methyl)-1,4,10,13-tetraoxa-7,16-diazacyclooctadecan-7-yl)methyl)picolinic acid